decafluorohexyl-ammonium FC(C(C(C(F)(F)[NH3+])(F)F)(F)F)CC(F)(F)F